CC1N(C(CNC1)C)C1=C2C(N(C(C2=C(C(=C1F)F)F)=O)C1C(NC(CC1)=O)=O)=O 4-(2,6-dimethylpiperazin-1-yl)-2-(2,6-dioxopiperidin-3-yl)-5,6,7-trifluoroisoindoline-1,3-dione